[4-(aminomethyl)piperidin-1-yl]-[2-ethyl-4-[[3-[1-prop-2-enyl-3-(trifluoromethyl)pyrazol-4-yl]imidazo[1,2-a]pyrazin-8-yl]amino]phenyl]methanone NCC1CCN(CC1)C(=O)C1=C(C=C(C=C1)NC=1C=2N(C=CN1)C(=CN2)C=2C(=NN(C2)CC=C)C(F)(F)F)CC